(2S,4S)-1-benzyloxycarbonyl-4-[4-[3-[(2S)-2-methoxy-3-(methylamino)propyl]-2-methyl-imidazo[4,5-c]pyridin-4-yl]pyrimidin-2-yl]oxy-pyrrolidine-2-carboxylic acid C(C1=CC=CC=C1)OC(=O)N1[C@@H](C[C@@H](C1)OC1=NC=CC(=N1)C1=NC=CC2=C1N(C(=N2)C)C[C@H](CNC)OC)C(=O)O